7-bromo-3-fluoro-2-methoxy-8-(trifluoromethyl)pyrimido[1,2-a]pyrimidin-6-one BrC1=C(N=C2N(C=C(C(=N2)OC)F)C1=O)C(F)(F)F